N1(CCC1)C(CC[C@@H](C(=O)O)NC)=O (2S)-5-(azetidin-1-yl)-2-(methylamino)-5-oxo-pentanoic acid